CSSCC=C methyl-2-propenyl disulphide